3-(2-(tert-Butoxycarbonyl)-1-methyl-1,2,3,4-tetrahydroisoquinolin-5-yl)propionic acid C(C)(C)(C)OC(=O)N1C(C2=CC=CC(=C2CC1)CCC(=O)O)C